3-bromo-5-fluoro-2-methylpyridin-4-amine BrC=1C(=NC=C(C1N)F)C